3-((1S,3R,5S)-adamantan-1-yl)propanal methyl-1-((3S,4R)-3-fluorotetrahydro-2H-pyran-4-yl)-4-hydroxy-6-oxo-1,6-dihydropyridine-3-carboxylate COC(=O)C1=CN(C(C=C1O)=O)[C@H]1[C@@H](COCC1)F.C12(CC3CC(CC(C1)C3)C2)CCC=O